3-amino-1-(2'-(dimethylphosphoryl)-2-fluoro-3-(trifluoromethyl)-[1,1'-biphenyl]-4-yl)pyrrolidin-2-one hydrochloride Cl.NC1C(N(CC1)C1=C(C(=C(C=C1)C1=C(C=CC=C1)P(=O)(C)C)F)C(F)(F)F)=O